ClC=1C=C2C(=NC1C1=CC=C(C=C1)C1=CC=C(C=C1)CN[C@@H](CC(=O)O)C(=O)O)N=C(N2)O[C@H]2[C@@H]1[C@H](OC2)[C@@H](CO1)O ((4'-(6-chloro-2-(((3r,3ar,6r,6ar)-6-hydroxyhexahydrofuro[3,2-b]furan-3-yl)oxy)-1H-imidazo[4,5-b]pyridin-5-yl)-[1,1'-biphenyl]-4-yl)methyl)-L-aspartic acid